FC1(CCC(CC1)(C)CO)F (4,4-difluoro-1-methylcyclohexyl)methanol